2-(3,6-diazabicyclo[3.1.1]heptan-3-yl)-5-(methylthio)-7-(thiazol-2-yl)benzo[d]oxazole C12CN(CC(N1)C2)C=2OC1=C(N2)C=C(C=C1C=1SC=CN1)SC